4-iodo-8-(methoxymethyl)-6a,7,8,9-tetrahydro-6H-pyrido[3,2-b]pyrrolo[1,2-d][1,4]oxazine IC1=CC=NC2=C1OCC1N2CC(C1)COC